ClC1=C(C(=O)NC2=NN=NN2C)C=CC(=C1SC)I 2-Chloro-4-iodo-3-(methylsulfanyl)-N-(1-methyl-1H-tetrazol-5-yl)benzamide